N1(CC(CC1)(C(=O)OCC)C(=O)OCC)C(=O)OC(C)(C)C 1-(tert-butyl) 3,3-diethyl pyrrolidine-1,3,3-tricarboxylate